N1=C(C=NC=C1)C(C(N)C1=NC=CN=C1)N 1,2-Dipyrazinyl-ethylenediamine